C(CCCCCCCCCCCCCCC)(=O)OC[C@@H](OC(C=CC=CC=C\C=C/CCCCCCCCC)=O)COP(=O)([O-])OCC[N+](C)(C)C 1-hexadecanoyl-2-(9Z,11Z,13Z,15Z-octadecatetraenoyl)-sn-glycero-3-phosphocholine